tridecyl tridecanoate C(CCCCCCCCCCCC)(=O)OCCCCCCCCCCCCC